CN1C=NC2=NC=NC(=C12)NCC1=CC=C(C=C1)B(O)O 4-[[(7-methylpurin-6-yl)amino]methyl]phenylboronic acid